BrC1=CCS(C=C1)OC 4-bromothiaanisole